6-(5,6-dihydro-4H-pyrrolo[1,2-b]pyrazol-3-yl)-N-(1-methyl-1H-indazol-7-yl)pyridine-3-sulfonamide N=1N2C(=C(C1)C1=CC=C(C=N1)S(=O)(=O)NC=1C=CC=C3C=NN(C13)C)CCC2